C(CCCCCCCCCCCCCCC)(=O)O.ClCC(CO)O 3-chloro-1,2-propanediol palmitate